N1=C(C=CC=C1)NC1=CC=CC=C1 Pyridin-2-ylaniline